C(C1=CC=CC=C1)OC(=O)C=1C=NOC1C1CC1 5-cyclopropylisoxazole-4-carboxylic acid benzyl ester